C1=CC=CC=2C3=CC=CC=C3C(C12)COC(=O)N(CC(=O)O)CCC 2-[9H-fluoren-9-ylmethoxycarbonyl-(propyl)amino]acetic acid